(R)-3-(1-Acryloylpyrrolidin-3-yl)-7-amino-1-(4-(2-fluorophenoxy)phenyl)-1,5-dihydro-4H-pyrrolo[2,3-d]pyridazin-4-on C(C=C)(=O)N1C[C@H](CC1)C1=CN(C=2C(=NNC(C21)=O)N)C2=CC=C(C=C2)OC2=C(C=CC=C2)F